S1C(=NC2=C1C=CC=C2)SCCCS(=O)(=O)[O-].[Na+] sodium 3-(benzothiazol-2-ylsulfanyl)-1-propanesulfonate